CC(CCCC)OCCO 2-[(1-methylpentyl)oxy]ethanol